[4-(morpholin-4-ylmethyl)phenyl]-4-[(3S)-piperidin-3-ylamino]pyrido[3,2-d]pyrimidine-8-carboxamide N1(CCOCC1)CC1=CC=C(C=C1)C=1N=C(C2=C(N1)C(=CC=N2)C(=O)N)N[C@@H]2CNCCC2